3-(3-fluoro-5-nitropyridin-2-yl)-1-isopropyl-7-(methylthio)-3,4-dihydropyrimido[4,5-d]pyrimidin-2(1H)-one FC=1C(=NC=C(C1)[N+](=O)[O-])N1C(N(C2=NC(=NC=C2C1)SC)C(C)C)=O